C(#N)C1CN(C1)S(=O)(=O)N1C[C@H](CCC1)C(=O)N1[C@H](CCC1)C(=O)N[C@@H]1COC2=C1C=C(C=C2)C(F)(F)F 1-(((3S)-1-((3-cyano-1-azetidinyl)sulfonyl)-3-piperidinyl)carbonyl)-N-((3S)-5-(trifluoromethyl)-2,3-dihydro-1-benzofuran-3-yl)-D-prolinamide